1,4-di-iso-propylamino-1,4-disilacyclohexane C(C)(C)N[SiH]1CC[SiH](CC1)NC(C)C